1-(4-Chloro-2-hydroxyphenyl)-3-(4-methoxyphenyl)prop-2-EN-1-one ClC1=CC(=C(C=C1)C(C=CC1=CC=C(C=C1)OC)=O)O